aspartyl-aminoglucose N[C@@H](CC(=O)O)C(=O)[C@@](C(=O)N)(O)[C@@H](O)[C@H](O)[C@H](O)CO